3-[4-[2-(Dimethylamino)ethoxy]anilino]-5-(methylamino)-6-(3-methylimidazo[4,5-c]pyridin-7-yl)pyrazine-2-carboxamide CN(CCOC1=CC=C(NC=2C(=NC(=C(N2)NC)C=2C3=C(C=NC2)N(C=N3)C)C(=O)N)C=C1)C